2,5-bis{[4-(diethylamino)phenyl]methylene}cyclopentanone C(C)N(C1=CC=C(C=C1)C=C1C(C(CC1)=CC1=CC=C(C=C1)N(CC)CC)=O)CC